S1C(=NC2=C1C=CC=C2)NC(=O)C=2C=CC=C1CCN(CC21)C2=CC=C(C(=N2)C(=O)O)C=2C=NN(C2)CC2=C(C=CC=C2)Cl 6-[8-(1,3-benzothiazol-2-ylcarbamoyl)-3,4-dihydroisoquinolin-2(1H)-yl]-3-[1-(2-chlorobenzyl)-1H-pyrazol-4-yl]pyridine-2-carboxylic acid